cobalt-manganese-tungsten [W].[Mn].[Co]